O1C(CCCC1)N1N=CC2=CC=C(C=C12)C1=NC(=NC(=N1)N)NC1(CC1)C=1N=CN(C1)COCC[Si](C)(C)C 6-(1-tetrahydropyran-2-ylindazol-6-yl)-N4-[1-[1-(2-trimethylsilylethoxymethyl)imidazol-4-yl]cyclopropyl]-1,3,5-triazine-2,4-diamine